{2-[(tert-butoxy-carbonyl)imino]-5-(methoxymethyl)-1,3,4-thiadiazol-3(2H)-yl}acetic acid C(C)(C)(C)OC(=O)N=C1SC(=NN1CC(=O)O)COC